(6aR,8R)-5-(4-(trifluoromethyl)phenyl)-5,6,6a,7,8,9-hexahydropyrido[3,2-e]pyrrolo[1,2-a]pyrazine-8-carbonitrile FC(C1=CC=C(C=C1)N1C[C@@H]2N(C3=C1C=CC=N3)C[C@@H](C2)C#N)(F)F